F[P-](F)(F)(F)(F)F.N1(N=NC2=C1N=CC=C2)OC(=[N+](C)C)N(C)C 2-(1H-7-azabenzotriazol-1-yl)-1,1,3,3-tetramethyluronium hexafluorophosphate